CC1=C(CC2CCNCC2)C=CC(=C1)[N+](=O)[O-] 4-(2-methyl-4-nitrobenzyl)piperidine